5-[1-[[5-[5-(difluoromethyl)-1,3,4-oxadiazol-2-yl]furan-2-yl]methyl]triazol-4-yl]pyridin FC(C1=NN=C(O1)C1=CC=C(O1)CN1N=NC(=C1)C=1C=CC=NC1)F